C(C1=CC=CC=C1)NC(C1=NC=CC=C1)=O N-benzyl-2-picolinamide